(R)-2-(3-(1-hydroxy-1-(4-methyl-4H-1,2,4-triazol-3-yl)ethyl)phenyl)-6-(((1-methylcyclobutyl)amino)methyl)-4-(trifluoromethyl)isoindolin-1-one O[C@@](C)(C1=NN=CN1C)C=1C=C(C=CC1)N1C(C2=CC(=CC(=C2C1)C(F)(F)F)CNC1(CCC1)C)=O